N1C=C(C=2C=NC=CC21)NC(C(=O)NC2CCC1(CC2)CCCCC1)=O N1-(1H-pyrrolo[3,2-c]pyridin-3-yl)-N2-(spiro[5.5]undecan-3-yl)oxalamide